8-azaspiro[4.5]decane-8-carbonitrile C1CCCC12CCN(CC2)C#N